C(C)(C)OC([C@H](CCC(C=[N+]=[N-])=O)NC([C@@H](OC)C1=COC=C1)=O)=O.[SiH3]CC=1B=NC=CC1 silylmethyl-1,2-azaborine isopropyl-(S)-6-diazo-2-((S)-2-(furan-3-yl)-2-methoxyacetamido)-5-oxohexanoate